FC(C[C@@H](C(=O)O)C1=CC=C(C=C1)F)F |r| (2RS)-4,4-difluoro-2-(4-fluorophenyl)butanoic acid